ClC1=NC(=C2C(=N1)N(N=C2)[C@H]2[C@@H]([C@@H]([C@H](O2)CO[C@@](CC(=O)O)(COC)P(=O)(O)O)O)O)NC2CCCC2 |&1:17| rac-(R)-3-(((2R,3S,4R,5R)-5-(6-chloro-4-(cyclopentylamino)-1H-pyrazolo[3,4-d]pyrimidin-1-yl)-3,4-dihydroxytetrahydrofuran-2-yl)methoxy)-4-methoxy-3-phosphonobutanoic acid